6-chloro-7-fluoro-1-(1-propyl-1H-pyrazol-4-yl)-1H-indole ClC1=CC=C2C=CN(C2=C1F)C=1C=NN(C1)CCC